1-{4-[(5-fluoropyrimidin-2-yl)oxy]-3-methylphenyl}-3-(3-methoxycyclobutanecarbonyl)urea FC=1C=NC(=NC1)OC1=C(C=C(C=C1)NC(=O)NC(=O)C1CC(C1)OC)C